CC=1C=CC=2NC3=CC=C(C=C3C2C1)C 3,6-dimethyl-9H-carbazol